1-isopropylpyrazol-4-ylboronic acid C(C)(C)N1N=CC(=C1)B(O)O